S1C(=NC=C1)NC(=O)[C@@H]1CC12CCN(CC2)C(=O)OC(C(F)(F)F)C(F)(F)F |r| 1,1,1,3,3,3-hexafluoropropan-2-yl (±)-1-(thiazol-2-ylcarbamoyl)-6-azaspiro[2.5]octane-6-carboxylate